BrC1=C(C=C(C(=O)OC)C=C1)NC(=O)OC(C)(C)C methyl 4-bromo-3-((tert-butoxycarbonyl) amino)benzoate